N1C=NC=C1.C1(C=CC(C2=CC=CC=C12)=O)=O 4-Naphthoquinone imidazole salt